1,3,6-triaminomethylcyclohexane NCC1CC(CCC1CN)CN